FC1=C(C=C(C=C1)NC(=O)NC1=CC=C(C=C1)C(F)(F)F)C(=O)C=1C=C2N=C(C=NC2=CC1)N1CCOCC1 1-(4-fluoro-3-(3-morpholinylquinoxaline-6-carbonyl)phenyl)-3-(4-(trifluoromethyl)phenyl)urea